C(C)(=O)N1CCN(CC1)C(=O)[C@@H]1CN(CCC1)CC(=O)N1CCC(CC1)C=1C=C2C(=C(NC2=CC1)C1=CC(=C(C=C1)OC)OC)C(C)C (S)-2-(3-(4-acetylpiperazine-1-carbonyl)piperidin-1-yl)-1-(4-(2-(3,4-dimethoxyphenyl)-3-isopropyl-1H-indol-5-yl)piperidin-1-yl)ethanone